2-hydroxy-2-methyl-1-(4-prop-1-en-2-ylphenyl)propan-1-one OC(C(=O)C1=CC=C(C=C1)C(=C)C)(C)C